ClC1=CC=C2C(=C(NC2=C1C=1C(=NN(C1CC)C)[C@@H](CCNC)N1CCOCC1)C(=O)OCC)CCCOC1=CC=CC2=CC(=CC=C12)F |r| (rac)-ethyl 6-chloro-7-(5-ethyl-1-methyl-3-(3-(methylamino)-1-(rac)-morpholinopropyl)-1H-pyrazol-4-yl)-3-(3-((6-fluoronaphthalen-1-yl)oxy)propyl)-1H-indole-2-carboxylate